C(C)(=O)OCCCCC\C=C/CC (Z)-6-nonen-1-yl acetate